(2S,3S,4R,5R,6S)-5-(hydroxymethyl)-6-{[6,6,9-trimethyl-3-(pent-4-en-1-yl)-6H,6aH,7H,8H,10aH-benzo[c]isochromen-1-yl]oxy}oxane-2,3,4-triol OC[C@@H]1[C@H]([C@@H]([C@H](O[C@@H]1OC1=CC(=CC=2OC(C3CCC(=CC3C21)C)(C)C)CCCC=C)O)O)O